C1(CCCC1)S(=O)(=O)N1CC[C@@H](C1)F (3R,4S)-1-(cyclopentanesulfonyl)-4-fluoropyrrolidin